2-(4-(diphenylamino)phenyl)-4-phenylpentanedioic acid C1(=CC=CC=C1)N(C1=CC=C(C=C1)C(C(=O)O)CC(C(=O)O)C1=CC=CC=C1)C1=CC=CC=C1